CC(C)(C#CC(C)(C(C)(C)C)C)C(C)(C)C 2,5-dimethyl-2,5-di-t-butyl-hex-3-yne